methyl (2S)-4-({5-fluoro-3-[(3-pyridylamino)carbonylamino]phenyl}methyl)-2-(methoxymethyl)piperazinecarboxylate FC=1C=C(C=C(C1)CN1C[C@H](N(CC1)C(=O)OC)COC)NC(=O)NC=1C=NC=CC1